2-(4-(8-((4-(4-((1R,3R)-3-aminocyclopentane-1-carbonyl)piperazine-1-carbonyl)-3-chlorophenyl)amino)imidazo[1,2-a]pyrazin-3-yl)-3-(trifluoromethyl)-1H-pyrazol-1-yl)acetonitrile formate C(=O)O.N[C@H]1C[C@@H](CC1)C(=O)N1CCN(CC1)C(=O)C1=C(C=C(C=C1)NC=1C=2N(C=CN1)C(=CN2)C=2C(=NN(C2)CC#N)C(F)(F)F)Cl